(7R,14R)-1-(difluoromethoxy)-11-((4-(dimethylphosphoryl)phenyl)ethynyl)-6-(methyl-d3)-6,7-dihydro-7,14-methanobenzo[f]benzo[4,5]imidazo[1,2-a][1,4]diazocin-5(14H)-one FC(OC1=CC=CC=2C(N([C@H]3C=4N([C@@H](C21)C3)C3=C(N4)C=CC(=C3)C#CC3=CC=C(C=C3)P(=O)(C)C)C([2H])([2H])[2H])=O)F